C(C)C=1C=C(C=CCCCC)C=CC1 m-1-ethyl-butyl-styrene